(2S)-2-[4-chloro-2-(cyclopent-1-en-1-yl)phenoxy]propionic acid ClC1=CC(=C(O[C@H](C(=O)O)C)C=C1)C1=CCCC1